[Na].S=C1NC(=NO1)C=1C=C(C=CC1)N1C2=C(NC(CC1=O)=O)C1=CC=CC=C1C=C2 5-(3-(5-Thioxo-4,5-dihydro-1,2,4-oxadiazol-3-yl)phenyl)-1,5-dihydro-2H-naphtho[1,2-b][1,4]diazepine-2,4(3H)-dione sodium salt